C1[C@H]([C@@H]([C@H]([C@@H]([C@H]1[NH3+])O[C@@H]2[C@@H]([C@H]([C@@H]([C@H](O2)C[NH3+])O)O)O)O)O[C@@H]3[C@@H]([C@H]([C@@H]([C@H](O3)COC(=O)N)O)[NH3+])O)[NH3+] The molecule is an organic cation obtained by protonation of the four amino groups of 6''-O-carbamoylkanamycin A. It is an organic cation and an ammonium ion derivative. It derives from a kanamycin A(4+). It is a conjugate acid of a 6''-O-carbamoylkanamycin A.